CC1=C(C=C(C=C1C)C)OC 2,3,5-trimethyl-anisole